C(C)(C)(C)OC(=O)N[C@@H](C)CC1=CC=CC=C1 (S)-2-(tert-butoxycarbonylamino)-3-phenylpropane